3-(1'-((2,3-dihydrobenzofuran-7-yl)methyl)-6-oxo-6,8-dihydro-2H,7H-spiro[furo[2,3-e]isoindole-3,4'-piperidin]-7-yl)piperidine-2,6-dione O1CCC2=C1C(=CC=C2)CN2CCC1(CC2)COC2=C3CN(C(C3=CC=C21)=O)C2C(NC(CC2)=O)=O